tert-Butyl (5-(3-amino-8-((tert-butoxycarbonyl)amino)cinnolin-6-yl)-4-methylpyridin-3-yl)(tert-butoxycarbonyl)carbamate NC=1N=NC2=C(C=C(C=C2C1)C=1C(=C(C=NC1)N(C(OC(C)(C)C)=O)C(=O)OC(C)(C)C)C)NC(=O)OC(C)(C)C